N[C@H]1C[C@H](N(CC1)C(=O)N1CC2(CCCC2)[C@@H](CC1)CN1C=NC(=CC1=O)C1=CC=CC=C1)C1=CC(=CC=C1)F 3-(((R)-7-((2S,4R)-4-Amino-2-(3-fluorophenyl)piperidine-1-carbonyl)-7-azaspiro[4.5]decan-10-yl)methyl)-6-phenylpyrimidin-4(3H)-one